(S)-(5-amino-7-methoxyimidazo[1,2-c]quinazolin-2-yl)(3-fluoropyrrolidin-1-yl)methanone NC1=NC=2C(=CC=CC2C=2N1C=C(N2)C(=O)N2C[C@H](CC2)F)OC